Tert-Butyl (4S)-2-bromo-4-methoxypentanoate BrC(C(=O)OC(C)(C)C)C[C@H](C)OC